9-(1-octylnonyl)-9H-carbazole C(CCCCCCC)C(CCCCCCCC)N1C2=CC=CC=C2C=2C=CC=CC12